C(C=C)(=O)N1C(CC(CC1)N1C=NC=2C(=NC=3C(=C(C(=CC3C21)Cl)C2=CC=CC=1OCCOC12)F)N1CC(C1)N(C)C)CC#N 2-(1-acryloyl-4-(8-chloro-7-(2,3-dihydrobenzo[b][1,4]dioxin-5-yl)-4-(3-(dimethyl-amino)azetidin-1-yl)-6-fluoro-1H-imidazo[4,5-c]quinolin-1-yl)piperidin-2-yl)acetonitrile